tetraethyl-tetramethyl-triazatrisilinane C(C)[SiH]1[Si](N(N(N([Si]1(C)C)CC)CC)CC)(C)C